C1(CC1)C1=C(C(=NO1)C1=C(C=CC=C1Cl)Cl)CC1CC2(C1)CCN(CC2)C=2SC(=CN2)C#N 2-(2-((5-cyclopropyl-3-(2,6-dichlorophenyl)isoxazol-4-yl)methyl)-7-azaspiro[3.5]non-7-yl)thiazole-5-carbonitrile